(6-((4-(ethoxycarbonyl)oxazol-2-yl)methyl)pyridin-3-yl)boronic acid C(C)OC(=O)C=1N=C(OC1)CC1=CC=C(C=N1)B(O)O